C(C)(C)(C)OC(=O)NCC(COS(=O)(=O)C1=CC=C(C=C1)C)O.COC1=CC=C(COCCC(C)=O)C=C1 4-((4-methoxybenzyl)oxy)butan-2-one 3-((tert-butoxycarbonyl)amino)-2-hydroxypropyl-4-methylbenzenesulfonate